(2S,4R)-1-(2-(3-acetyl-5-(2-methylpyrimidin-5-yl)-1H-indazol-1-yl)acetyl)-N-(6-bromo-3-(hydroxymethyl)pyridin-2-yl)-4-fluoropyrrolidine-2-carboxamide C(C)(=O)C1=NN(C2=CC=C(C=C12)C=1C=NC(=NC1)C)CC(=O)N1[C@@H](C[C@H](C1)F)C(=O)NC1=NC(=CC=C1CO)Br